bis[4-[9,9-dimethylacridine-10(9H)-yl]phenyl]sulfone CC1(C2=CC=CC=C2N(C=2C=CC=CC12)C1=CC=C(C=C1)S(=O)(=O)C1=CC=C(C=C1)N1C=2C=CC=CC2C(C2=CC=CC=C12)(C)C)C